C(C)(C)(C)N(C(O)=O)[C@@H](CO)C1=CC=C(C=C1)C1=CC=NN1CC.COCCCC=1C(=NC=C(C1)C(F)(F)F)C(=O)NN 3-(3-methoxypropyl)-5-(trifluoromethyl)pyridinecarbohydrazide tert-butyl-(R)-(1-(4-(1-ethyl-1H-pyrazol-5-yl)phenyl)-2-hydroxyethyl)carbamate